2,N-dicyclohexyl-2-[2-(2,4-dichloro-5-sulfamoyl-phenyl)-benzimidazol-1-yl]-acetamide C1(CCCCC1)C(C(=O)NC1CCCCC1)N1C(=NC2=C1C=CC=C2)C2=C(C=C(C(=C2)S(N)(=O)=O)Cl)Cl